C(#N)C1=C(N=C(S1)N(C1=C(N=C2N1C=C(C=C2)C=2C=NC(=NC2)N2CCN(CC2)CC(=O)O)CC)C)C2=CC=C(C=C2)F (4-(5-(3-((5-cyano-4-(4-fluorophenyl)thiazol-2-yl)(methyl)amino)-2-ethylimidazo[1,2-a]pyridin-6-yl)pyrimidin-2-yl)piperazin-1-yl)acetic acid